N2-(3,4-difluorophenyl)-N3-(4-fluorobenzyl)quinoxaline-2,3-diamine FC=1C=C(C=CC1F)NC1=NC2=CC=CC=C2N=C1NCC1=CC=C(C=C1)F